C1(=CC=C(C=C1)S(=O)(=O)OCCCOCCCOC1CCN(CC1)C(=O)OC(C)(C)C)C tert-butyl 4-[3-[3-(p-tolylsulfonyloxy)propoxy]propoxy]piperidine-1-carboxylate